N1(CCCCC1)S(=O)(=O)C1=C(C(=O)NC2=CC=C(C=C2)C(F)(F)F)C=CC=C1 2-(piperidin-1-ylsulfonyl)-N-(4-(trifluoromethyl)phenyl)benzamide